BrCCCCCCCCCC(=O)NC(C(=O)N1[C@@H](C[C@H](C1)O)C(=O)N[C@@H](C)C1=CC=C(C=C1)C1=C(N=CS1)C)C(C)(C)C (2s,4r)-1-(2-(10-bromodecanoylamino)-3,3-dimethylbutyryl)-4-hydroxy-N-((S)-1-(4-(4-methylthiazol-5-yl)phenyl)ethyl)pyrrolidine-2-carboxamide